C(=O)C=1C=C(C=CC1C(=O)OC)N1CC(C1)C(=O)O 1-(3-formyl-4-(methoxycarbonyl)phenyl)azetidine-3-carboxylic acid